FC=1C=C2C(=C(NC2=CC1)C(=O)OCC(C)C)C=1N=NN(C1)CC1CCN(CC1)CCNS(=O)(=O)C1=CC=C(C=C1)C1=COC=C1 Isobutyl 5-fluoro-3-(1-((1-(2-((4-(furan-3-yl)phenyl)sulfonamido)ethyl)piperidin-4-yl)methyl)-1H-1,2,3-triazol-4-yl)-1H-indol-2-carboxylat